5-(4-(bis(4-methoxyphenyl)methyl)piperazine-1-carbonyl)-2-(2,6-dioxopiperidin-3-yl)isoindoline-1,3-dione COC1=CC=C(C=C1)C(N1CCN(CC1)C(=O)C=1C=C2C(N(C(C2=CC1)=O)C1C(NC(CC1)=O)=O)=O)C1=CC=C(C=C1)OC